CN1CCN(CC1)C1=NC=C(C=C1)B1OC(C(O1)(C)C)(C)C 1-methyl-4-(5-(4,4,5,5-tetramethyl-1,3,2-dioxaborolan-2-yl)pyridin-2-yl)piperazine